diethyl 2-(((2R,3R,4S,5R)-5-(6-amino-2-chloro-9H-purin-9-yl)-4-fluoro-3-hydroxytetrahydrofuran-2-yl)methoxy)-2-(4-(2-methoxy-2-oxoethyl) benzyl)malonate NC1=C2N=CN(C2=NC(=N1)Cl)[C@H]1[C@H]([C@@H]([C@H](O1)COC(C(=O)OCC)(C(=O)OCC)CC1=CC=C(C=C1)CC(=O)OC)O)F